(3-oxopropoxy)benzamide O=CCCOC1=C(C(=O)N)C=CC=C1